NC1=C(SC2=NC(=C(C=C21)F)C)C(=O)NC2CC=1C=CC(=NC1CC2)N2CC(C(C2)N)(C)COC 3-amino-N-{2-[4-amino-3-(methoxymethyl)-3-methylpyrrolidin-1-yl]-5,6,7,8-tetrahydroquinolin-6-yl}-5-fluoro-6-methylthieno[2,3-b]pyridine-2-carboxamide